4,5-bis(benzyloxy)-3-((3,4,5-tris(benzyloxy)-6-((benzyloxy)methyl)tetrahydro-2H-pyran-2-yl)oxy)-7-oxabicyclo[4.1.0]heptane-2-carboxylic acid C(C1=CC=CC=C1)OC1C(C(C2OC2C1OCC1=CC=CC=C1)C(=O)O)OC1OC(C(C(C1OCC1=CC=CC=C1)OCC1=CC=CC=C1)OCC1=CC=CC=C1)COCC1=CC=CC=C1